1-(6-chloro-4,5-dimethylpyridin-3-yl)ethan-1-ol ClC1=C(C(=C(C=N1)C(C)O)C)C